8-(3-(methoxymethyl)piperazin-1-yl)-N-(3-methyloxetan-3-yl)-3-(5-(trifluoromethyl)-1,3,4-thiadiazol-2-yl)imidazo[1,2-a]pyridine-6-sulfonamide COCC1CN(CCN1)C=1C=2N(C=C(C1)S(=O)(=O)NC1(COC1)C)C(=CN2)C=2SC(=NN2)C(F)(F)F